chlorobenzene format C(=O)O.ClC1=CC=CC=C1